(rac)-4-[4-(1,3-benzooxazol-2-yl)azepan-1-yl]-7-bromo-1-methyl-2-oxo-1,2-dihydroquinoline-3-carbonitrile O1C(=NC2=C1C=CC=C2)[C@H]2CCN(CCC2)C2=C(C(N(C1=CC(=CC=C21)Br)C)=O)C#N |r|